ClC1=NC(=C2N=C(NC2=N1)CN1CCN(CC1)S(=O)(=O)C)N1CCOCC1 4-(2-chloro-8-((4-(methylsulfonyl)piperazin-1-yl)methyl)-9H-purin-6-yl)morpholine